4-{[(2-methoxyethyl)amino]methyl}-1-(2,2,2-trifluoroethyl)-1H-indol COCCNCC1=C2C=CN(C2=CC=C1)CC(F)(F)F